NC1=NC=CC(=C1)C1=CC=C2C(N(C=NC2=C1)CC=1C=C(C(=O)NC2COC2)C=CC1)=O 3-((7-(2-aminopyridin-4-yl)-4-oxoquinazolin-3(4H)-yl)methyl)-N-(oxetan-3-yl)benzamide